N-(2'-cyanoethyl)-2-phenylimidazole C(#N)CCN1C(=NC=C1)C1=CC=CC=C1